lead titanium selenium [Se].[Ti].[Pb]